2-[(1S,4R,5S,6S)-5-(pyridin-2-ylcarbonyl)bicyclo[2.2.1]hept-2-en-6-yl]benzene-1-carbonitrile N1=C(C=CC=C1)C(=O)[C@H]1[C@H]2C=C[C@@H]([C@@H]1C1=C(C=CC=C1)C#N)C2